BrC1=NC=C(C(=C1)OC=1C(=NC(=NC1)N)NCC(C)C)C(C)C 5-((2-bromo-5-iso-propyl-pyridin-4-yl)oxy)-N4-iso-butyl-pyrimidine-2,4-diamine